FC=1C(=C(C(=C2C(=C(C(=C(C12)[NH+](C1=CC=C(C=C1)CCCCCCCCCCCCCCCCCC)CCCCCCCCCCCCCCCCCC)F)F)F)F)F)F (heptafluoronaphthyl)N-octadecyl-4-(octadecyl)anilinium